dihydroxy-3,4a,7,7,10a-pentamethyl-1-oxo-3-vinyldodecahydro-1H-benzo[f]chromen-5-yl acetat C(C)(=O)OC1CC2C(C3C(C(C(OC13C)(C=C)C)(O)O)=O)(CCCC2(C)C)C